COC=1C(=C2C=CN(C2=C(C1)C)C(=O)OC(C)(C)C)CN1[C@@H](CC(CC1)C=1SC(=CC1)C(F)(F)F)C1=CC=C(C=C1)C(=O)OC tert-butyl (S)-5-methoxy-4-((2-(4-(methoxycarbonyl) phenyl)-4-(5-(trifluoromethyl) thiophen-2-yl) piperidin-1-yl) methyl)-7-methyl-1H-indole-1-carboxylate